FC1=C(C=C(C=C1)C(O)C1=NC=C(N=C1)OC)C1=NC=NC2=CC(=CC=C12)N1CCOCC1 [4-Fluoro-3-(7-morpholin-4-yl-quinazolin-4-yl)phenyl]-(5-methoxy-pyrazin-2-yl)methanol